C(C)OCC1(CCN(CC1)CC1=CC=C(C=C1)CC(=O)N)CCC1=CC=CC=C1 2-(4-((4-(ethoxymethyl)-4-phenethylpiperidin-1-yl)methyl)phenyl)acetamide